FC(C(=O)N1CCC(=CC1)C=1C(=NC=CC1)OC=1C=NC(=NC1)C(F)(F)F)=C 2-fluoro-1-(2-((2-(trifluoromethyl)pyrimidin-5-yl)oxy)-3',6'-dihydro-[3,4'-bipyridin]-1'(2'h)-yl)prop-2-en-1-one